ClC=1C=C(C=CC1F)[C@@H](NC(=O)N1C[C@@H](NC(C1)=O)C)C1=NC(=CC=C1)C(F)(F)F |o1:8| (3S)-N-((R or S)-(3-chloro-4-fluoro-phenyl)(6-(trifluoro-methyl)pyridin-2-yl)methyl)-3-methyl-5-oxopiperazine-1-carboxamide